C(C)N(C1=NC=NC=N1)CC 6-(diethylamino)-1,3,5-triazine